5-((1,3-bis(palmitoyloxy)propan-2-yl)oxy)-5-oxopentanoic acid C(CCCCCCCCCCCCCCC)(=O)OCC(COC(CCCCCCCCCCCCCCC)=O)OC(CCCC(=O)O)=O